COC=1C=C(CN2C=NC3=CC(=CC=C3C2=O)C=2C(=NNC2)C)C=CC1 3-(3-methoxybenzyl)-7-(3-methyl-1H-pyrazol-4-yl)quinazolin-4(3H)-one